FC(C1=CC=C(C=N1)S(=O)(=O)C(C)C)(F)F 2-((6-(trifluoro-methyl)pyridin-3-yl)sulfonyl)propan